N-[1-(4-Fluoro-phenyl)-2-hydroxy-ethyl]-3-[3-(4-trifluoromethoxy-benzyl)-3H-imidazo[4,5-b]pyridin-2-yl]-propionamide FC1=CC=C(C=C1)C(CO)NC(CCC1=NC=2C(=NC=CC2)N1CC1=CC=C(C=C1)OC(F)(F)F)=O